monofluorine dinitrotoluene [N+](=O)([O-])C(C1=CC=CC=C1)[N+](=O)[O-].[F]